C1(=CC=CC=C1)N1CCN(CC1)CCN 2-(4-phenylpiperazin-1-yl)ethanamine